ethyl 2-[3-(4-bromophenyl)-4-methyl-2-oxobenzimidazol-1-yl]acetate BrC1=CC=C(C=C1)N1C(N(C2=C1C(=CC=C2)C)CC(=O)OCC)=O